4-[4-(difluoromethoxy)-2-fluoro-phenyl]-6,7-dimethyl-5,6,7,8-tetrahydropteridine FC(OC1=CC(=C(C=C1)C1=NC=NC=2NC(C(NC12)C)C)F)F